Tert-butyl 3-(1-benzyl-1,2,3,6-tetrahydropyridin-4-yl)azetidine-1-carboxylate C(C1=CC=CC=C1)N1CCC(=CC1)C1CN(C1)C(=O)OC(C)(C)C